7-bromo-1-[(4-methoxyphenyl)methyl]pyrazolo[4,3-b]pyridine BrC1=C2C(=NC=C1)C=NN2CC2=CC=C(C=C2)OC